C(C)(C)(C)OC(=O)N1CC2(CC2)\C(\C1)=C/C(=O)OCC.C(C)OC(CC1CN(CC12CC2)C(=O)OC(C)(C)C)=O tert-butyl 7-(2-ethoxy-2-oxoethyl)-5-azaspiro[2.4]heptane-5-carboxylate tert-Butyl-(E)-7-(2-ethoxy-2-oxoethylidene)-5-azaspiro[2.4]heptane-5-carboxylate